NC1=CC(=C2CC(N(CCCCC(C3=NN=C(C1=N2)O3)(C(F)(F)F)OCC3=CC=CC=C3)CC3=CC=CC=C3)=O)C(F)(F)F 17-Amino-11-benzyl-6-benzyloxy-6,15-bis(trifluoromethyl)-19-oxa-3,4,11,18-tetrazatricyclo[12.3.1.12,5]nonadeca-1(18),2,4,14,16-pentaen-12-one